1-(4-n-butoxynaphthalene-1-yl)tetrahydrothiophenium C(CCC)OC1=CC=C(C2=CC=CC=C12)[S+]1CCCC1